O=C1NC(CCC1N1C(C2=CC=C(C=C2C1=O)NCCCCCNC(CN1CCN(CC1)C1=CC=C(C=C1)C1=NNC2=C1N=C(N=C2)C2=C(C=CC=C2OC)F)=O)=O)=O N-(5-((2-(2,6-dioxopiperidin-3-yl)-1,3-dioxoisoindolin-5-yl)amino)pentyl)-2-(4-(4-(5-(2-fluoro-6-methoxyphenyl)-1H-pyrazolo[4,3-d]pyrimidin-3-yl)phenyl)piperazin-1-yl)acetamide